ditrimethylolpropane tris(ethylhexanoate) C(C)C(C(=O)O)CCCC.C(C)C(C(=O)O)CCCC.C(C)C(C(=O)O)CCCC.C(O)C(CC)(CO)CO.C(O)C(CC)(CO)CO